(3S)-3-Amino-4,4-dimethyl-1-(sulfooxy)azetidin-2-one N[C@@H]1C(N(C1(C)C)OS(=O)(=O)O)=O